CS(=O)(=O)O.CN([C@@H](C[C@@]1(OCCN(C1)CC=1C=CC(=NC1)NC1=NC=C(C(=N1)C=1C=C(C2=C(N(C(=N2)C)C(C)C)C1)F)F)C)C)C N-(5-(((S)-2-((R)-2-(dimethylamino)propyl)-2-methylmorpholino)methyl)pyridin-2-yl)-5-fluoro-4-(4-fluoro-1-isopropyl-2-methyl-1H-benzo[d]imidazol-6-yl)pyrimidin-2-amine methanesulfonate